furanone Acetate C(C)(=O)O.O1C(CC=C1)=O